CN1N=C2N=CC(=CC2=C1)C=1C=C2C=C(N=CC2=CC1)C(=O)N1CCCCC1 (6-(2-methyl-2H-pyrazolo[3,4-b]pyridin-5-yl)-3-isoquinolinyl)(1-piperidinyl)methanone